C(C)(C)(C)OC(CNC=1C(=C(C(=O)OC)C=CC1Cl)[N+](=O)[O-])=O Methyl 3-((2-(tert-butoxy)-2-oxoethyl)amino)-4-chloro-2-nitrobenzoate